2,3-difluoropyridineAt FC1(NC=CC=C1F)C(=O)[O-]